ClC1=NC=C(C(=C1)N=C(C1=CC=CC=C1)C1=CC=CC=C1)F 2-chloro-N-(diphenylmethylene)-5-fluoropyridin-4-amine